6-methyl-2-carbonyl-1,2-dihydropyridine-3-carboxylic acid CC1=CC=C(C(N1)=C=O)C(=O)O